1-[5-(difluoromethoxy)-2-fluoro-phenyl]-3,3-dimethyl-N-[(3S)-3-methyl-1,1-dioxo-thiazin-3-yl]-2-oxo-indoline-5-carboxamide FC(OC=1C=CC(=C(C1)N1C(C(C2=CC(=CC=C12)C(=O)N[C@]1(NS(C=CC1)(=O)=O)C)(C)C)=O)F)F